CC1(N(CC2=CC=C(C=C2C1)C1CCN(CC1)C)C(=O)OC)C methyl 3,3-dimethyl-6-(1-methylpiperidin-4-yl)-3,4-dihydroisoquinoline-2(1H)-carboxylate